1-(2-amino-3-methylphenyl)propan-1-one NC1=C(C=CC=C1C)C(CC)=O